BrC1=CC(=NC(=C1)C)C(F)F 4-bromo-2-(difluoromethyl)-6-methylpyridine